1-propenyl-2-nonyloxyethane C(=CC)CCOCCCCCCCCC